(2S)-2-amino-3-(2-bromo-5-chloropyridin-3-yl)propanoic acid N[C@H](C(=O)O)CC=1C(=NC=C(C1)Cl)Br